(1r,3r)-3-(4-(2-(4-((2-(2H-1,2,3-triazole-2-yl)pyrimidin-5-yl)oxy)phenyl)propan-2-yl)phenoxy)cyclobutane-1-amine N=1N(N=CC1)C1=NC=C(C=N1)OC1=CC=C(C=C1)C(C)(C)C1=CC=C(OC2CC(C2)N)C=C1